COC=1C(=CC(=NC1)C)C1=C(C=NC(=C1)C)C(=O)NC=1SC(=NN1)OC(COCC(F)(F)F)C 5'-methoxy-2',6-dimethyl-N-(5-((1-(2,2,2-trifluoroethoxy)propan-2-yl)oxy)-1,3,4-thiadiazol-2-yl)-[4,4'-bipyridine]-3-carboxamide